ClC=1C=C(C=2N(C1)C(=NC2)C)C2=C(C(=O)N(C(C)C)CC)C=C(C=C2)F 2-{6-chloro-3-methylimidazo[1,5-a]pyridin-8-yl}-N-ethyl-5-fluoro-N-(isopropyl)benzamide